7-(7-(8-Chloro-3-hydroxynaphthalen-1-yl)-8-fluoro-2-(((2r,7as)-2-fluorohexahydro-1H-pyrrolizin-7a-yl)methoxy)pyrido[4,3-d]pyrimidin-4-yl)-2-thia-1,7-diazaspiro[4.5]decane 2,2-dioxide ClC=1C=CC=C2C=C(C=C(C12)C1=C(C=2N=C(N=C(C2C=N1)N1CC2(CCS(N2)(=O)=O)CCC1)OC[C@]12CCCN2C[C@@H](C1)F)F)O